ClC1=CC=C(S1)C1=C(C(=NN1C)NC(=O)C1(CC1)C)C1CCC1 N-(5-(5-chlorothiophen-2-yl)-4-cyclobutyl-1-methyl-1H-pyrazol-3-yl)-1-methylcyclopropane-1-carboxamide